5-methyl-5,6-dihydrobenzo[4,5]imidazo[2,1-a]isoquinolin-10-amine CC1CN2C(C=3C=CC=CC13)=NC1=C2C=CC(=C1)N